N-[2-[4-(hydroxymethyl)cyclohexyl]-5-methoxy-1,3-benzoxazol-6-yl]pyrazine-2-carboxamide OCC1CCC(CC1)C=1OC2=C(N1)C=C(C(=C2)NC(=O)C2=NC=CN=C2)OC